N-[1-(2-{[2-(dimethylsulfamoyl)ethyl]amino}quinolin-4-yl)ethyl]-2-methylbenzamide CN(S(=O)(=O)CCNC1=NC2=CC=CC=C2C(=C1)C(C)NC(C1=C(C=CC=C1)C)=O)C